CC12[C@@H](CN3C4=C(C=CC=C14)C=C3)NC(O2)=O (7aR)-10a-methyl-7a,10a-dihydro-7H-oxazolo[4,5-c]pyrrolo[3,2,1-ij]quinolin-9(8H)-one